FC(C(C1=C(C=CC=C1)F)=N[S@](=O)C(C)(C)C)F (R)-N-[2,2-difluoro-1-(2-fluorophenyl)ethylidene]-2-methylpropane-2-sulfinamide